pyranoglucopyranose O1C(C=CC=C1)C([C@@H]1[C@H]([C@@H]([C@H](C(O)O1)O)O)O)O